1-(1-acetylazetidin-3-yl)-6-((2,6-dimethylpyrimidin-4-yl)amino)-1,2-dihydro-3H-pyrazolo[4,3-c]pyridin-3-one C(C)(=O)N1CC(C1)N1NC(C=2C=NC(=CC21)NC2=NC(=NC(=C2)C)C)=O